4-(4-Methylthiazol-2-yl)piperazine-1-carboxylic acid tert-butyl ester C(C)(C)(C)OC(=O)N1CCN(CC1)C=1SC=C(N1)C